NC1=CC(N(C(N1C)=O)C)=O 6-amino-1,3-dimethyl-2,4-pyrimidinedione